4-({3-oxa-8-azabicyclo[3.2.1]oct-8-yl}carbonyl)benzamide C12COCC(CC1)N2C(=O)C2=CC=C(C(=O)N)C=C2